BrC=1C=C(C2=C(N(C(N2C)=O)C)C1)[N+](=O)[O-] 6-bromo-1,3-dimethyl-4-nitro-1,3-dihydro-2H-benzo[d]imidazol-2-one